oleamido oxide C(CCCCCCC\C=C/CCCCCCCC)(=O)NONC(CCCCCCC\C=C/CCCCCCCC)=O